ClC1=C(CN2CC(C(CC2)(O)C=2C=C(C(=O)N)C=CC2)CN(C)C)C=CC(=C1)F 3-(1-(2-chloro-4-fluorobenzyl)-3-((dimethylamino)methyl)-4-hydroxypiperidin-4-yl)benzamide